(R)-N-(5-(1-(5-chloropyridin-2-yl)ethoxy)-1,3,4-thiadiazol-2-yl)-4-(2-methoxyphenyl)-6-methylnicotinamide ClC=1C=CC(=NC1)[C@@H](C)OC1=NN=C(S1)NC(C1=CN=C(C=C1C1=C(C=CC=C1)OC)C)=O